P(=O)(O)(OP(=O)(O)OP(=O)(O)O)NCC(=O)[O-] triphosphoglycinate